N-(3-((6-(1,3,4-oxadiazol-2-yl)-1H-indazol-4-yl)amino)propyl)-3-((3-chloro-4-(trifluoromethoxy)benzyl)amino)propanamide O1C(=NN=C1)C1=CC(=C2C=NNC2=C1)NCCCNC(CCNCC1=CC(=C(C=C1)OC(F)(F)F)Cl)=O